COC=1C(=NC=CC1NC(=O)N1CCC=2C1=NC=CC2N2C[C@@H](N(CC2)C(=O)OC(C)(C)C)C)C tert-butyl (S)-4-(1-((3-methoxy-2-methylpyridin-4-yl)carbamoyl)-2,3-dihydro-1H-pyrrolo[2,3-b]pyridin-4-yl)-2-methylpiperazine-1-carboxylate